CC1=NC=CC(=N1)C(=O)N/N=C(\C)/C1=CC2=CC=CC=C2C=C1 (E)-2-methyl-N'-(1-(naphthalen-2-yl)ethylidene)pyrimidine-4-carbohydrazide